tetrafluoroazidobenzyl alcohol FC1=C(C(=C(C(N=[N+]=[N-])(F)O)C=C1)F)F